[Cl-].C1(=CC=CC=C1)CCC1=CC=C(C=C1)[C@H](C)[NH3+] (1S)-1-[4-(2-phenylethyl)phenyl]ethan-1-aminium chloride